((((9H-fluoren-9-yl)methoxy)carbonyl)amino)-3-(5-cyanothiophen-3-yl)propionic acid C1=CC=CC=2C3=CC=CC=C3C(C12)COC(=O)NC(C(=O)O)CC1=CSC(=C1)C#N